tert-Butyl 10-((1-benzyl-4-oxo-1,4-dihydro-5H-pyrazolo[3,4-d]pyrimidin-5-yl)methyl)-10-hydroxy-7-azaspiro[4.5]decane-7-carboxylate C(C1=CC=CC=C1)N1N=CC2=C1N=CN(C2=O)CC2(CCN(CC21CCCC1)C(=O)OC(C)(C)C)O